aminooxetane NC1OCC1